C=1(C(=CC=CC1)CBr)CBr ortho-xylylene dibromide